tert-Butyl 3-{3-[1-(4-amino-3-methyl-1H-pyrazolo[3,4-d]pyrimidin-1-yl)ethyl]-5-chloro-2-methoxy-6-methylphenyl}azetidine-1-carboxylate NC1=C2C(=NC=N1)N(N=C2C)C(C)C=2C(=C(C(=C(C2)Cl)C)C2CN(C2)C(=O)OC(C)(C)C)OC